2,2-bis(hydroxy-methyl)propanoic acid OCC(C(=O)O)(C)CO